C(C)N(C1=CC(=CC(=C1)SC1=CC=C(C=C1)OC)I)CC N,N-diethyl-3-iodo-5-((4-methoxyphenyl)thio)aniline